6-chloro-N-[3-chloro-4-(2-pyridylmethoxy)phenyl]pyrido[3,4-d]pyrimidin-4-amine ClC1=CC2=C(N=CN=C2NC2=CC(=C(C=C2)OCC2=NC=CC=C2)Cl)C=N1